The molecule is a 3-hydroxy carboxylic acid that is (3R,5R)-3,5-dihydroxyheptanoic acid in which one of the methyl hydrogens is substituted by a (1S,2S,6S,8S,8aR)-6,8-dihydroxy-2-methyl-1,2,6,7,8,8a-hexahydronaphthalen-1-yl group. It is a 3-hydroxy carboxylic acid, a member of hexahydronaphthalenes and a secondary allylic alcohol. C[C@H]1C=CC2=C[C@H](C[C@@H]([C@@H]2[C@H]1CC[C@H](C[C@H](CC(=O)O)O)O)O)O